8-(4-chloro-2-fluoro-phenyl)-3-methyl-6-[(2S)-2-(1-methylpyrazol-4-yl)morpholino]pyrido[3,4-d]pyrimidin-4-one ClC1=CC(=C(C=C1)C1=NC(=CC2=C1N=CN(C2=O)C)N2C[C@@H](OCC2)C=2C=NN(C2)C)F